O=C1NC(CCC1N1C(C2=CC=C(C=C2C1=O)N1CCN(CC1)CCC(=O)OC(C)(C)C)=O)=O Tert-butyl 3-{4-[2-(2,6-dioxopiperidin-3-yl)-1,3-dioxoisoindol-5-yl]piperazin-1-yl}propanoate